FC1(CCC(CC1)NC1=NC(=NC(=C1)C)N1N=C(C=C1)O)F 1-(4-((4,4-difluorocyclohexyl)amino)-6-methylpyrimidin-2-yl)-1H-pyrazol-3-ol